4-(trifluoromethyl)-D-phenylalanine FC(C1=CC=C(C[C@@H](N)C(=O)O)C=C1)(F)F